6-(1-Benzyl-3-(2-isopropylphenyl)piperidin-4-yl)-2,6-diazaspiro[3.3]heptane-2-carboxylic acid tert-butyl ester C(C)(C)(C)OC(=O)N1CC2(C1)CN(C2)C2C(CN(CC2)CC2=CC=CC=C2)C2=C(C=CC=C2)C(C)C